4-(4,4,5,5-tetramethyl-1,3,2-dioxaborolan-2-yl)-3-(trifluoromethyl)-1-((2-(trimethylsilyl)ethoxy)methyl)-1H-pyrazole CC1(OB(OC1(C)C)C=1C(=NN(C1)COCC[Si](C)(C)C)C(F)(F)F)C